NC=1SC=C2C1C(NC2)C2=C(C=CC(=C2)F)Cl 1-amino-6-(2-chloro-5-fluorophenyl)-5,6-dihydro-4H-thieno[3,4-c]pyrrole